C=C1C2CN(C(C1)C2)C(=O)OC(C)(C)C tert-butyl 5-methylidene-2-azabicyclo[2.2.1]heptane-2-carboxylate